C1(CCCC=2C3=CC=CC=C3NC12)NC(=O)C=1C2=C(NN1)CCC2 N-(2,3,4,9-tetrahydro-1H-carbazole-1-yl)-1,4,5,6-tetrahydrocyclopenta[c]pyrazole-3-formamide